BrC1=CC=C(C=C1)C1=NC2=CC(=CC=C2C(=C1)C(=O)O)Cl 2-(4-bromophenyl)-7-chloroquinoline-4-carboxylic acid